1-Cyclohexylmethyl-2-methylbenzol C1(CCCCC1)CC1=C(C=CC=C1)C